C(CCCCCC(C)C)C1=C(C(C(=O)O)=CC=C1)C(=O)O.C(C=1C(C(=O)O)=CC=CC1)(=O)OCCCCCCC(C)C Monoisononyl phthalate (monoisononyl phthalate)